ClC1=C(C=CC=C1)C=1N=C(SC1)N(\N=C\C1=C(C(=O)NS(=O)(=O)C)C=CC(=C1)F)C (E)-2-((2-(4-(2-chlorophenyl)thiazol-2-yl)-2-methylhydrazono)methyl)-4-fluoro-N-(methylsulfonyl)benzamide